4-Bromo-5,7-difluoro-2-methyl-2H-indazole BrC=1C2=CN(N=C2C(=CC1F)F)C